6-(3-((4,4-bis(((Z)-oct-5-en-1-yl)oxy)butanoyl)oxy)-2-(hydroxymethyl)propoxy)-6-oxohexyl 2-hexyldecanoate C(CCCCC)C(C(=O)OCCCCCC(=O)OCC(COC(CCC(OCCCC\C=C/CC)OCCCC\C=C/CC)=O)CO)CCCCCCCC